C1=CC2=C(C(=C1)O)NC=C2CC(C(=O)O)N The molecule is a hydroxytryptophan substituted by a hydroxy group at position 7 on the indole ring. It has a role as a human urinary metabolite.